tert-Butyl 3-(4-[3-cyano-4-methoxypyrazolo[1,5-a]pyridin-6-yl]-5-methyl-1,2,3-triazol-1-yl)azetidine-1-carboxylate C(#N)C=1C=NN2C1C(=CC(=C2)C=2N=NN(C2C)C2CN(C2)C(=O)OC(C)(C)C)OC